[3-(4-tert-butylphenyl)azetidin-1-yl]-[3-(1H-pyrazol-5-yl)pyrrolidin-1-yl]methanone C(C)(C)(C)C1=CC=C(C=C1)C1CN(C1)C(=O)N1CC(CC1)C1=CC=NN1